(4-Bromo-1-methyl-1H-pyrazol-3-yl)-{(R)-4-[2-(4-fluoro-phenyl)-ethyl]-2-methyl-piperazin-1-yl}-methanone BrC=1C(=NN(C1)C)C(=O)N1[C@@H](CN(CC1)CCC1=CC=C(C=C1)F)C